1-Boc-2-(methoxy(methyl)carbamoyl)azetidine C(=O)(OC(C)(C)C)N1C(CC1)C(N(C)OC)=O